F[C@@H](CN(CC[C@@H](C(=O)O)NC1=NC=C(C=C1)C1=CC=CC=C1)CCCCC1=NC=2NCCCC2C=C1)COC (S)-4-(((S)-2-fluoro-3-methoxypropyl)(4-(5,6,7,8-tetrahydro-1,8-naphthyridin-2-yl)butyl)amino)-2-((5-phenylpyridin-2-yl)amino)butanoic acid